ClC=1C=C(C=CC1)C=1C=C(C=CC1)C1=CC=CC=C1 3''-chloro-[1,1':3',1''-terphenyl]